1-cyano-N-(4-(6-cyanopyridin-2-yl)-5-methylthiazol-2-yl)-N-methylpyrrolidine-2-carboxamide C(#N)N1C(CCC1)C(=O)N(C)C=1SC(=C(N1)C1=NC(=CC=C1)C#N)C